C(C)(C)(C)[Si](C1=CC=CC=C1)(C1=CC=CC=C1)OCCC(C=C(Br)Br)C tert-butyl-(5,5-dibromo-3-methyl-pent-4-enoxy)-diphenyl-silane